C(C)(C)(C)OC(=O)N1CCC(CC1)CCC1=CC=C2C(=NN(C2=C1)C)N1C(NC(CC1)=O)=O.N[C@H](C(=O)N)CC1=CC(=CC=C1)Br (S)-2-amino-3-(3-bromophenyl)propanamide tert-butyl-4-(2-(3-(2,4-dioxotetrahydropyrimidin-1(2H)-yl)-1-methyl-1H-indazol-6-yl)ethyl)-piperidine-1-carboxylate